C(C)(C)C1=NN(C=C1)C=1C=CC(=C(O\C(\C(=O)OC)=C/OC)C1)C methyl (Z)-2-[5-(3-iSOpropylpyrazol-1-yl)-2-methyl-phenoxy]-3-methoxy-prop-2-enoate